CN(CCC1CCN(CC1)C1=C(C=NC(=C1)NC1=NC(=NC=C1)C1=C(C=CC=C1OC)F)C=1C=NC(=CC1)N1CCOCC1)C 4-(4-(2-(dimethylamino)ethyl)piperidin-1-yl)-N-(2-(2-fluoro-6-methoxyphenyl)pyrimidin-4-yl)-6'-morpholino-[3,3'-bipyridin]-6-amine